7-((4-hydroxy-2-methylbutan-2-yl)oxy)-3-(6-(methyl(2,2,6,6-tetramethylpiperidin-4-yl)amino)pyridazin-3-yl)naphthalen-2-ol OCCC(C)(C)OC1=CC=C2C=C(C(=CC2=C1)O)C=1N=NC(=CC1)N(C1CC(NC(C1)(C)C)(C)C)C